Methyl (2S)-6-[(tert-butoxycarbonyl)amino]-2-(2-nitrobenzenesulfonamido)hexanoate C(C)(C)(C)OC(=O)NCCCC[C@@H](C(=O)OC)NS(=O)(=O)C1=C(C=CC=C1)[N+](=O)[O-]